FC(C1=NN(C=C1C(=O)NC1=C2[C@@H](CC(C2=CC=C1)(C)C)C)C)F 3-difluoromethyl-1-methyl-N-[(3R)-1,1,3-trimethylindan-4-yl]pyrazole-4-carboxamide